O=C1NC(CC[C@@H]1NC1=CC(=C(C=C1)C1CCN(CC1)CC(=O)O)F)=O 2-[4-[4-[[(3S)-2,6-dioxo-3-piperidyl]amino]-2-fluoro-phenyl]-1-piperidyl]acetic acid